Methyl-2-((tert-butoxycarbonyl)amino)-7-((3'-methoxy-[1,1'-biphenyl]-2-yl)oxy)-1,2,3,4-tetrahydronaphthalene CC1C(CCC2=CC=C(C=C12)OC1=C(C=CC=C1)C1=CC(=CC=C1)OC)NC(=O)OC(C)(C)C